BrCC1=C(C(=O)[O-])C=CC(=C1)C 2-(bromomethyl)-4-methylbenzoate